CN1N=C(C=C1C)NC1=NC=C(C(=N1)C1=CNC2=C(C=CC=C12)NC(C)=O)C N-(3-(2-((1,5-dimethyl-1H-pyrazol-3-yl)amino)-5-methylpyrimidin-4-yl)-1H-indol-7-yl)acetamide